ClC1=CC(=C(C=C1Cl)O)CC1CCN(CC1)C(=O)[C@H]1CNCC1 4,5-dichloro-2-([1-[(3R)-pyrrolidine-3-carbonyl]piperidin-4-yl]methyl)phenol